O1C(CC2=C1C=CC=C2)C=O 2,3-dihydro-1-benzofuran-2-carbaldehyde